7-(4-(3-chloro-4-(2-chloro-3-(6-methoxy-5-((2-oxo-1,7-diazaspiro[3.5]nonan-7-yl)methyl)pyridin-2-yl)phenyl)pyridin-2-yl)-2-methoxybenzyl)-1,7-diazaspiro[3.5]nonan-2-one ClC=1C(=NC=CC1C1=C(C(=CC=C1)C1=NC(=C(C=C1)CN1CCC2(CC(N2)=O)CC1)OC)Cl)C1=CC(=C(CN2CCC3(CC(N3)=O)CC2)C=C1)OC